O=C[C@@H](O)[C@H](O)CO threose